[5-(4,4-dimethyl-2,6-dioxo-cyclohexanecarbonyl)-3-methyl-6-oxo-pyridazin-1-yl]-N,N-dimethyl-propionamide CC1(CC(C(C(C1)=O)C(=O)C1=CC(=NN(C1=O)C(C(=O)N(C)C)C)C)=O)C